O=C1N(CCC1)CCCN1C(=O)N(C=2N=CNC2C1=O)CCC 1-[3-(2-Oxo-1-pyrrolidinyl)propyl]-3-propylxanthine